ClC1=C(C=C(C=C1)B1OC(C(O1)(C)C)(C)C)OC(F)F 2-[4-chloro-3-(difluoromethoxy)phenyl]-4,4,5,5-tetramethyl-1,3,2-dioxaborolane